1-(2-hydroxyethyl)piperidin-4-ol OCCN1CCC(CC1)O